NC1=NNC2=CC(=C(C(=C12)C=1C(=NN(C1C)C1CC2(CN(C2)C(C=C)=O)C1)C1=CC=CC=C1)Cl)C 1-(6-(4-(3-Amino-5-chloro-6-methyl-1H-indazol-4-yl)-5-methyl-3-phenyl-1H-pyrazol-1-yl)-2-azaspiro[3.3]heptan-2-yl)prop-2-en-1-on